dihexyl phosphate dodecyl-ammonium salt C(CCCCCCCCCCC)[NH3+].P(=O)(OCCCCCC)(OCCCCCC)[O-]